4-[[2-(3,3-difluoropyrrolidin-1-yl)-4-pyridyl]oxy]-2-fluoro-aniline FC1(CN(CC1)C1=NC=CC(=C1)OC1=CC(=C(N)C=C1)F)F